Methyl 1-hydroxyisoquinoline-3-carboxylate OC1=NC(=CC2=CC=CC=C12)C(=O)OC